NC1=CC(=NO1)C1CN(CC1)C(=O)C1=CC=C(C=C1)Br (3-(5-aminoisoxazol-3-yl)pyrrolidin-1-yl)(4-bromophenyl)methanone